NC\C=C(\CN1N=NC2=C1C=CC=C2C=2C=C(C=CC2OC)S(=O)(=O)NC2CC2)/F (Z)-3-(1-(4-amino-2-fluorobut-2-en-1-yl)-1H-benzo[d][1,2,3]triazol-4-yl)-N-cyclopropyl-4-methoxybenzenesulfonamide